BrC1=CC=C(C=C1)S(=O)(=O)NC(C1=CC(=C(C=C1)OC)OCC1=C(C=CC=C1C)C)=O N-((4-bromophenyl)sulfonyl)-3-((2,6-dimethylbenzyl)oxy)-4-methoxybenzamide